O=C1NC(CCC1C1=NN(C2=C(C=CC=C12)OCC(=O)NCC1=NN(C=C1)C)C)=O 2-((3-(2,6-dioxopiperidin-3-yl)-1-methyl-1H-indazol-7-yl)oxy)-N-((1-methyl-1H-pyrazol-3-yl)methyl)acetamide